1,1'-(Ethane-1,2-diyl)bis(2-(4-chloro-2-(1H-pyrazol-4-yl)phenyl)-4-methoxy-1H-benzo[d]imidazole-5-carboxamide) C(CN1C(=NC2=C1C=CC(=C2OC)C(=O)N)C2=C(C=C(C=C2)Cl)C=2C=NNC2)N2C(=NC1=C2C=CC(=C1OC)C(=O)N)C1=C(C=C(C=C1)Cl)C=1C=NNC1